N=C1SCC(N1C1=C2C=CC=NC2=CC=C1)=O 2-imino-3-(quinolin-5-yl)thiazolidin-4-one